C1(CC1)C1=CC=C(C=C1)C12CCC(CC1)(CC2)CN(C(=O)C2CC2)C=2C=C(C=CC2)/C=C/C(=O)OC methyl (E)-3-(3-(N-((4-(4-cyclopropylphenyl)bicyclo[2.2.2]octan-1-yl)methyl)cyclopropanecarboxamido)phenyl)acrylate